C(C)OC(C=C(CCCCCCCCCC=CCCCCCCOCC1=CC=C(C=C1)OC)CCCCCCCCC)=O 20-((4-methoxybenzyl)oxy)-3-nonyleicosa-2,13-dienoic acid ethyl ester